CC1=NC=CC(=C1NCC1CCOC2=CC(=CC=C12)C1=CC(=CC=C1)F)C(=O)O.N1C=NC=2N=CCC2C1=O 7-deazahypoxanthine methyl-3-({[7-(3-fluorophenyl)-3,4-dihydro-2H-chromen-4-yl]methyl}amino)pyridine-4-carboxylate